2-methyl-4,6-dihydropyrrolo[3,4-c]pyrazole-5-carboxylic acid tert-butyl ester C(C)(C)(C)OC(=O)N1CC2=NN(C=C2C1)C